ClC1=C(C(=NN1)C)NC(C1=C(C=C(C(=C1)F)C1=NC(=C(N=C1)C)C(C)O)O[C@H](C(F)(F)F)C)=O N-(5-Chloro-3-methyl-1H-pyrazol-4-yl)-5-fluoro-4-(6-(1-hydroxyethyl)-5-methylpyrazin-2-yl)-2-(((S)-1,1,1-trifluoropropan-2-yl)oxy)benzamide